ClC1=C2C(=NC=NC2=CC=C1NC(\C=C\CNC1CCC1)=O)NC1=C(C(=CC=C1)Cl)F (E)-N-(5-chloro-4-((3-chloro-2-fluorophenyl)amino)quinazolin-6-yl)-4-(cyclobutylamino)but-2-enamide